BrC1=CC=C(C=C1)C1=CC=C(C=C1)/C=C/C(=O)C1=C(OC(C(=O)O)CCC2=CC=CC=C2)C=CC=C1 2-[2-[(E)-3-[4-(4-Bromophenyl)phenyl]prop-2-enoyl]phenoxy]-4-phenylbutanoic acid